N-(Dimethylsulfamoyl)-3-[2-(4-fluorophenyl)ethynyl]-2-(1H-pyrrol-1-yl)benzamide CN(S(=O)(=O)NC(C1=C(C(=CC=C1)C#CC1=CC=C(C=C1)F)N1C=CC=C1)=O)C